C(C)(=O)OCCOCCO Diethylene Glycol Monoacetate